(4-methoxyphenyl)(3-nitrophenyl)methanone COC1=CC=C(C=C1)C(=O)C1=CC(=CC=C1)[N+](=O)[O-]